C(C)C1=C(C=C(C(=C1C)OCCCC)C)O 2-ethyl-3,5-dimethyl-4-butoxyphenol